(11R)-6-(2-methylphenoxy)-11-(2-methylpropyl)-9-oxa-2λ6-thia-3,5,12,19-tetraazatricyclo[12.3.1.14,8]nonadeca-1(17),4,6,8(19),14(18),15-hexaene-2,2,13-trione CC1=C(OC=2N=C3NS(C4=CC=CC(C(N[C@@H](COC(C2)=N3)CC(C)C)=O)=C4)(=O)=O)C=CC=C1